((2R,3S,4R,5R)-5-(4-aminopyrrolo[2,1-f][1,2,4]triazin-7-yl)-5-cyano-3,4-dihydroxytetrahydrofuran-2-yl)methyl ((R)-2-(benzyloxy)henicosyl) hydrogen phosphate P(=O)(OC[C@H]1O[C@@]([C@@H]([C@@H]1O)O)(C#N)C1=CC=C2C(=NC=NN21)N)(OC[C@@H](CCCCCCCCCCCCCCCCCCC)OCC2=CC=CC=C2)O